NC1=NC=2C=NC(=CC2C2=C1N=CN=C2)C(=O)N(CC2=NC=C(C=C2)C(F)(F)F)C(C)C 5-amino-N-(2-propanyl)-N-((5-(trifluoromethyl)-2-pyridinyl)methyl)pyrimido[4,5-c][1,7]naphthyridine-9-carboxamide